C(C1CO1)OCCC[Si](OC)(OC)C gamma-glycidoxypropyl-methyl-dimethoxysilane